FC=1C(=CC2=C(N(C(N2C)=O)C2C(NC(CC2)=O)=O)C1)N1CCC(CC1)CN1CCNCC1 3-[6-Fluoro-3-methyl-2-oxo-5-[4-(piperazin-1-ylmethyl)-1-piperidyl]benzimidazol-1-yl]piperidine-2,6-dione